COC(C(C)(C)N1N=NC(=C1)C(=O)OC(C)(C)C)=O tert-butyl 1-(1-methoxy-2-methyl-1-oxopropan-2-yl)-1H-1,2,3-triazole-4-carboxylate